(R)-1-(5-chloro-3-methyl-pyridin-2-yl)-4-(4-fluoro-benzyl)-3-(oxetan-3-yl)-piperazine-2,5-dione ClC=1C=C(C(=NC1)N1C([C@H](N(C(C1)=O)CC1=CC=C(C=C1)F)C1COC1)=O)C